COC1=C(C=C(C=C1)C=1C=NC=C(C1)OCC1=CC=C(C=C1)OC(F)(F)F)[C@H]1[C@@H](C1)C(=O)O trans-2-[2-methoxy-5-(5-{[4-(trifluoromethoxy)benzyl]oxy}pyridin-3-yl)phenyl]cyclopropanecarboxylic acid